1,5-Diamino-4,8-dihydroxy-9,10-anthracenedione NC1=CC=C(C=2C(C3=C(C=CC(=C3C(C12)=O)O)N)=O)O